1,3,5-tris[1-phenyl-1H-benzimidazol-2-yl]benzene C1(=CC=CC=C1)N1C(=NC2=C1C=CC=C2)C2=CC(=CC(=C2)C2=NC1=C(N2C2=CC=CC=C2)C=CC=C1)C1=NC2=C(N1C1=CC=CC=C1)C=CC=C2